ethyl (S)-(1-(benzo[d][1,3]dioxol-5-yl)propan-2-yl)carbamate O1COC2=C1C=CC(=C2)C[C@H](C)NC(OCC)=O